FC1(OC(C(O1)(C(C(C(C(F)(F)F)(F)F)(F)F)(F)F)F)(F)F)C(C(C(C(F)(F)F)(F)F)(F)F)(F)F perfluoro(2,4-di-n-butyl-1,3-dioxolane)